C=CN(CC)CC methylenediethyl-methylamine